C(CCCCCCC)N(C(C)=O)C1[C@H](O)[C@@H](O)[C@H](O)CO1 N-octyl-N-acetylxylosylamine